COC1=CC=C2C(NN=C(C2=C1)CC=1C=C(C(=O)N2CCN(CC2)C2=NC=C(C#N)C=C2)C=CC1)=O 6-(4-(3-((7-Methoxy-4-oxo-3,4-dihydrophthalazin-1-yl)methyl)benzoyl)piperazin-1-yl)nicotinonitrile